[3-(pyrrolidin-1-ylmethyl)phenyl]Methylamine N1(CCCC1)CC=1C=C(C=CC1)CN